C(C)OC(=O)C=1C(=NN2C1N=CC=C2)C=2C=NC(=CC2)F 2-(6-Fluoropyridin-3-yl)pyrazolo[1,5-a]pyrimidine-3-carboxylic acid ethyl ester